1,2-diphenyl-4-methoxy-7-(4,4,5,5-tetramethyl-1,3,2-dioxaborolan-2-yl)-1H-benzimidazole C1(=CC=CC=C1)N1C(=NC2=C1C(=CC=C2OC)B2OC(C(O2)(C)C)(C)C)C2=CC=CC=C2